[Na].C1CCC2=C(C=3CCCC3C=C12)CC(=O)NS(=O)(=O)N(CCN(C(OCC1=CC=CC=C1)=O)C)C=1C=NN(C1)C Benzyl N-[2-({[2-(1,2,3,5,6,7-hexahydro-s-indacen-4-yl)acetamido]sulfonyl}(1-methyl-1H-pyrazol-4-yl)amino)ethyl]-N-methylcarbamate sodium salt